O=C1NC(CCC1N1C(C2=CC=C(C=C2C1=O)N1CC(C1)CN1CCNCC1)=O)=O 2-(2,6-dioxopiperidin-3-yl)-5-[3-(piperazin-1-ylmethyl)azetidin-1-yl]isoindol-1,3-dione